C(=O)(O)C1=CC=C(C=C1)C1=CC=C(C=C1)C1=CC=C(N1)C(=O)N (2S,5R)-5-[4-(4-carboxyphenyl)phenyl]-1H-pyrrole-2-carboxamide